NC1=C(C=NN1[C@@]1([C@H]2C[C@H]2CC1)C(F)(F)F)C(=O)N1C[C@@]2(CCC1)C1=C(NC(O2)=O)C=CC(=C1F)Cl |o1:6| (R)-1'-(5-Amino-1-((1S,2S or R,5R)-2-(trifluoromethyl)bicyclo[3.1.0]hexan-2-yl)-1H-pyrazole-4-carbonyl)-6-chloro-5-fluorospiro[benzo[d][1,3]oxazine-4,3'-piperidin]-2(1H)-one